CN1CCC(CC1)CNC1=C(C=C(C=C1)S(=O)(=O)NC(C1=CC=CC=C1)=O)[N+](=O)[O-] N-((4-(((1-methylpiperidin-4-yl)methyl)amino)-3-nitrophenyl)sulfonyl)benzamide